C(C)SP(=S)(OCC)O.CC=1C=C(C=CC1NC1(COC1)C1=CC=CC=C1)S(=O)(=O)N[C@H](C)C1CCN(CC1)C (R)-3-methyl-N-(1-(1-methylpiperidin-4-yl)ethyl)-4-((3-phenyloxetan-3-yl)amino)benzenesulfonamide di(ethyl)dithiophosphate